1,6-octacosanediol C(CCCCC(CCCCCCCCCCCCCCCCCCCCCC)O)O